3-(8H-pyrrolo[3,2-g]quinazolin-4-yloxy)-N-(4-((4-ethylpiperazin-1-yl)methyl)-3-(trifluoromethyl)phenyl)-4-methylbenzamide N1=CN=C(C2=CC3=C(C=C12)NC=C3)OC=3C=C(C(=O)NC1=CC(=C(C=C1)CN1CCN(CC1)CC)C(F)(F)F)C=CC3C